6-(3-iodophenyl)imidazo[2,1-b]thiazole IC=1C=C(C=CC1)C=1N=C2SC=CN2C1